C(C)(C)(C)OC(=O)NC1=C(C=C(C=C1)C1=C(C=CC(=C1)C(F)(F)F)F)C(=O)O 4-((tert-butoxycarbonyl)amino)-2'-fluoro-5'-(trifluoromethyl)-[1,1'-biphenyl]-3-carboxylic acid